N'-cyclohexyl-N'-phenyl-p-phenylenediamine C1(CCCCC1)N(C1=CC=C(C=C1)N)C1=CC=CC=C1